ClC1N(C(N(C2=NC=NC=C21)CC2=CC=C(C=C2)[N+](=O)[O-])=O)C2=CC(=CC(=C2)OC)OC chloro-3-(3,5-dimethoxyphenyl)-1-(4-nitrobenzyl)-3,4-dihydropyrimido[4,5-d]pyrimidin-2(1H)-one